C1(=CC=C(C=C1)N(C=1C=C(C=C(C1)N(C1=CC=CC=C1)C=1C=CC=2C(C3=CC=CC=C3C2C1)(C1=CC=CC=C1)C1=CC=CC=C1)C1=CC=CC=C1)C1=CC=CC=C1)C1=CC=CC=C1 N3-([1,1'-biphenyl]-4-yl)-N5-(9,9-diphenyl-9H-fluoren-3-yl)-N3,N5-diphenyl-[1,1'-biphenyl]-3,5-diamine